(tert-butoxy)-7-fluoro-N,N-bis(4-methoxybenzyl)isoquinolin-3-amine C(C)(C)(C)OC1=NC(=CC2=CC=C(C=C12)F)N(CC1=CC=C(C=C1)OC)CC1=CC=C(C=C1)OC